(S)-cyanoethoxydiisopropylphosphino-(S)-3-amino-1,2-propanediol C(#N)CCO[C@]([C@H](CN)O)(O)P(C(C)C)C(C)C